(6S,7S)-7-((difluoromethyl)sulfonamido)-N-(2-fluoro-2-methylpropyl)-6-((2,3',5'-trifluoro-[1,1'-biphenyl]-3-yl)methyl)-5-azaspiro[2.4]heptane-5-carboxamide FC(S(=O)(=O)N[C@@H]1[C@@H](N(CC12CC2)C(=O)NCC(C)(C)F)CC=2C(=C(C=CC2)C2=CC(=CC(=C2)F)F)F)F